OC1=C(C=CC=C1)C=1N=NC2=CC=C(C=C2C1)N1CC2(C1)CC(C2)C2=NOC(=C2)C(C(=O)OC)C(C)C methyl 2-(3-{2-[3-(2-hydroxyphenyl) cinnolin-6-yl]-2-azaspiro[3.3]heptan-6-yl}-1,2-oxazol-5-yl)-3-methylbutanoate